4-amino-7-cyclopropyl-1-[rac-(2R,3S)-2-methyloxolan-3-yl]pyrido[2,3-d]pyrimidin-2-one NC=1C2=C(N(C(N1)=O)[C@@H]1[C@H](OCC1)C)N=C(C=C2)C2CC2 |r|